ClC=1C=CC(=C(C1)C1=CC(=C(N1C)C)C(=O)OCC)C(=O)N1CC2=CC=CC=C2C[C@H]1C Ethyl 5-(5-chloro-2-{[(3R)-3-methyl-3,4-dihydroisoquinolin-2(1H)-yl]carbonyl}phenyl)-1,2-dimethyl-1H-pyrrole-3-carboxylate